O1C(OC=C1)C(=O)[O-].[C+]1=[C+]CC1.O1C(OC=C1)C(=O)[O-] cyclobutenediylium 1,3-dioxolate